N[C@@H](C(=O)N1C[C@@H](CCC1)N1N=C(C=2C1=NC=NC2N)C2=CC=C(C=C2)OC2=CC=CC=C2)CC=2N=CNC2 (R)-2-amino-1-((R)-3-(4-amino-(4-phenoxyphenyl)-1H-pyrazolo[3,4-d]pyrimidin-1-yl)piperidin-1-yl)-3-(1H-imidazol-4-yl)propan-1-one